5-(benzyloxy)-2-bromo-4-methylbenzoic acid C(C1=CC=CC=C1)OC=1C(=CC(=C(C(=O)O)C1)Br)C